ClC=1C=C(C#N)C=C(C1)COC(COC(C1=CC=CC=C1)(C1=CC=CC=C1)C1=CC=CC=C1)CCCCCCCCCCCCCCCCCC 3-chloro-5-(((1-(trityloxy)eicosan-2-yl)oxy)methyl)benzonitrile